C(CCC)NCCCCCCN N-butylhexane-1,6-diamine